N-methyl-N-(2-hydroxyethyl)aniline CN(C1=CC=CC=C1)CCO